NC=1C=2C(N=C(C1)C1=CC=CC=C1)=C(N(N2)C2=CC(=CC=C2)OC)C(=O)NCC2=CC=CC=C2 7-amino-N-benzyl-2-(3-methoxyphenyl)-5-phenyl-2H-pyrazolo[4,3-b]pyridine-3-carboxamide